6-benzyl-2-(3,4-dichlorophenyl)-1-ethyl-4-oxo-pyridine-3-carboxylic acid methyl ester COC(=O)C1=C(N(C(=CC1=O)CC1=CC=CC=C1)CC)C1=CC(=C(C=C1)Cl)Cl